Cl.C1=C(C=CC2=CC=CC=C12)C(=O)N beta-naphthalamide hydrochloride